COC(=O)[C@H]1N(C2(CC2C1)COC)C(=O)OC(C)(C)C (3S)-(methoxymethyl)-2-azabicyclo[3.1.0]hexane-2,3-dicarboxylic acid 2-tert-butyl 3-methyl ester